2-[(6-chloro-4-{3-[(4-methyl-1,2,4-triazol-3-yl)methyl]oxetan-3-yl}pyridin-2-yl)oxy]ethanol ClC1=CC(=CC(=N1)OCCO)C1(COC1)CC1=NN=CN1C